(S)-2-(4-(3-amino-1H-pyrazolo[3,4-b]pyridin-5-yl)benzylamino)-N-((tetrahydrofuran-2-yl)methyl)-5-(trifluoromethyl)nicotinamide NC1=NNC2=NC=C(C=C21)C2=CC=C(CNC1=C(C(=O)NC[C@H]3OCCC3)C=C(C=N1)C(F)(F)F)C=C2